C(CCC)N1C(N(C=C1)C)NS(=O)(=O)[O-] 1-butyl-3-methylimidazole-sulfamate